2-Amino-N-[5-[(5-cyclopropyloxypyridin-2-yl)carbamoyl]-2-fluoro-4-methylphenyl]-1,3-thiazole-5-carboxamide NC=1SC(=CN1)C(=O)NC1=C(C=C(C(=C1)C(NC1=NC=C(C=C1)OC1CC1)=O)C)F